(2s,6s)-6-((4-bromophenoxy)methyl)-2-(fluoromethyl)-2-(methoxymethyl)-1,4-dioxane BrC1=CC=C(OC[C@@H]2COC[C@@](O2)(COC)CF)C=C1